S1C(=CC=C1)C(CC(CCCC)=O)=O 1-(2-thienyl)-1,3-heptanedione